COC1=CC2=C(C3=C(CCN(CC3)CC(F)(F)F)S2)C=C1 8-methoxy-3-(2,2,2-trifluoroethyl)-2,3,4,5-tetrahydro-1H-benzo[4,5]thieno[2,3-d]azepine